(2S,4R)-1-(4-acetamidobutanoyl)-4-fluoro-N-[(S)-phenyl[4-(propan-2-yl)phenyl]methyl]pyrrolidine-2-carboxamide C(C)(=O)NCCCC(=O)N1[C@@H](C[C@H](C1)F)C(=O)N[C@H](C1=CC=C(C=C1)C(C)C)C1=CC=CC=C1